tris(4-bromo-2,6-dimethylphenyl)borane BrC1=CC(=C(C(=C1)C)B(C1=C(C=C(C=C1C)Br)C)C1=C(C=C(C=C1C)Br)C)C